N-hydroxy-3-[3-nitro-4-(trifluoromethyl)anilino]pyrazine-2-carboxamidine ONC(=N)C1=NC=CN=C1NC1=CC(=C(C=C1)C(F)(F)F)[N+](=O)[O-]